C(CCCCCCCCCC)(=O)[O-] hendecanoate